2-(1-(((1s,3s)-3-hydroxy-3-methylcyclobutyl)amino)pyrrolo[1,2-d][1,2,4]triazin-4-yl)-5-(trifluoromethyl)phenol OC1(CC(C1)NC=1C=2N(C(=NN1)C1=C(C=C(C=C1)C(F)(F)F)O)C=CC2)C